2-chloro-4-(1-(3,4,5-trimethoxyphenyl)-1H-imidazol-4-ylamino)-5H-pyrrolo[3,4-d]pyrimidine-6(7H)-carboxylic acid tert-butyl ester C(C)(C)(C)OC(=O)N1CC=2N=C(N=C(C2C1)NC=1N=CN(C1)C1=CC(=C(C(=C1)OC)OC)OC)Cl